CC1=CN=C2N1N=C(C=C2)C2=C(C=CC=C2)[N+](=O)[O-] 3-Methyl-6-(2-nitrophenyl)imidazo[1,2-b]pyridazine